BrC1=NC=CC(=C1)OCCCO 3-((2-bromopyridin-4-yl)oxy)propan-1-ol